COC12CC(C1)(C2)C(=O)NC2=CC(=C(C=C2)OC2=CN=C(S2)N2CCOCC2)C 3-methoxy-N-(3-methyl-4-((2-morpholinothiazol-5-yl)oxy)phenyl)bicyclo[1.1.1]pentane-1-carboxamide